FC1=C(C(=CC=C1C(=O)C1=NNC2=NC=C(C=C21)C2=CC=C(C=C2)C(C)C)F)NS(=O)(=O)CCC N-(2,6-difluoro-3-(5-(4-isopropyl-phenyl)-1H-pyrazolo[3,4-b]pyridine-3-carbonyl)phenyl)propane-1-sulfonamide